N-(4-{1-[(5-methylpyrazin-2-yl)carbonyl]piperidin-4-yl}butyl)imidazo[1,2-a]pyridine-6-carboxamide CC=1N=CC(=NC1)C(=O)N1CCC(CC1)CCCCNC(=O)C=1C=CC=2N(C1)C=CN2